CN(C1=C2CN(C(C2=C(C=C1)OC)=O)C1C(NC(CC1)=O)=O)C 3-(4-(dimethylamino)-7-methoxy-1-oxoisoindolin-2-yl)piperidine-2,6-dione